(S)-2-(4-(4-(2-((tert-butyldimethylsilyl)oxy)ethyl)-5-oxo-4,5-dihydropyrazine-2-carbonyl)-3,3-dimethylpiperazin-1-yl)-N-(5-(2,4-difluorophenoxy)pyrazin-2-yl)propanamide [Si](C)(C)(C(C)(C)C)OCCN1C=C(N=CC1=O)C(=O)N1C(CN(CC1)[C@H](C(=O)NC1=NC=C(N=C1)OC1=C(C=C(C=C1)F)F)C)(C)C